3-(2,6-dichloro-benzyloxy)-5-(3-isopropyl-phenyl)-pyridin-2-ylamine ClC1=C(COC=2C(=NC=C(C2)C2=CC(=CC=C2)C(C)C)N)C(=CC=C1)Cl